2-(Phenylamino)-6-(3-acetamidophenyl)pyrazine C1(=CC=CC=C1)NC1=NC(=CN=C1)C1=CC(=CC=C1)NC(C)=O